4-(4-(2H-Tetrazol-5-yl)phenyl)-N-(pyridin-2-yl)thiazol-2-amin N=1NN=NC1C1=CC=C(C=C1)C=1N=C(SC1)NC1=NC=CC=C1